2-(2'-acetoxypropionyloxy)propanoic acid C(C)(=O)OC(C(=O)OC(C(=O)O)C)C